C(C)(C)(C)OC(=O)NC1=C(C=2N(C=C1)N=CC2C(=O)OCC)Cl ethyl 5-((tert-butoxycarbonyl)amino)-4-chloropyrazolo[1,5-a]pyridine-3-carboxylate